F[C@@H]1CC2C(CCN2C1)CO (2r,8s)-2-fluoro-1,2,3,5,6,7-hexahydropyrrolizin-7-ylmethanol